3-(benzothiazol-2-yl)-5-methyl-salicylaldehyde S1C(=NC2=C1C=CC=C2)C2=C(C(C=O)=CC(=C2)C)O